2,4-bis(1-methyl-1-phenylethyl)-phenol CC(C)(C1=CC=CC=C1)C1=C(C=CC(=C1)C(C)(C)C1=CC=CC=C1)O